C(C)(C)(C)OC(=O)N1CC[N+](CC1)(C1=C(C=CC=C1)CNC1=NC(=NC=2N1N=CC2C(C)C)S(=O)(=O)C)[O-] 4-(tert-butoxycarbonyl)-1-(2-(((8-isopropyl-2-(methylsulfonyl)pyrazolo[1,5-a][1,3,5]triazin-4-yl)amino)methyl)phenyl)piperazine 1-oxide